C=C[C@H](CCCCC)C=1C=NC=C(C1)C1=CC=CC=C1 (S)-3-(1-octen-3-yl)-5-phenylpyridine